N-(6-{4-[(carbamoylmethyl)carbamoyl]pyrimidin-2-yl}quinolin-4-yl)prop-2-enamide C(N)(=O)CNC(=O)C1=NC(=NC=C1)C=1C=C2C(=CC=NC2=CC1)NC(C=C)=O